3-[5-fluoro-3-(trifluoromethyl)pyridin-2-yl]-3-methoxy-5,5-dimethyl-6-oxocyclohex-1-ene-1-carbonitrile FC=1C=C(C(=NC1)C1(C=C(C(C(C1)(C)C)=O)C#N)OC)C(F)(F)F